(2R)-2-Amino-4-methyl-N-[4-methyl-5-(1H-pyrrolo[2,3-b]pyridin-4-yl)-2-pyridyl]pentanamide N[C@@H](C(=O)NC1=NC=C(C(=C1)C)C1=C2C(=NC=C1)NC=C2)CC(C)C